(4R,6R)-6-[2-[2-(4-fluorophenyl)-5-isopropyl-3-phenyl-4-carbamoyl-1H-pyrrol-1-yl]-ethyl]-4-hydroxytetrahydro-2H-pyran-2-one FC1=CC=C(C=C1)C=1N(C(=C(C1C1=CC=CC=C1)C(N)=O)C(C)C)CC[C@@H]1C[C@H](CC(O1)=O)O